N-(2-formylbenzyl)-5-methyl-N-(2-oxo-2-((2'-oxo-1,1',2',3-tetrahydrospiro[indene-2,3'-pyrrolo[2,3-b]pyridin]-5-yl)amino)ethyl)thiazole-4-carboxamide C(=O)C1=C(CN(C(=O)C=2N=CSC2C)CC(NC=2C=C3CC4(C(NC5=NC=CC=C54)=O)CC3=CC2)=O)C=CC=C1